2-(6-chloro-1H-pyrazolo[3,4-b]pyridin-1-yl)-N-([1,2,4]triazolo[1,5-a]pyridin-7-yl)acetamide ClC1=CC=C2C(=N1)N(N=C2)CC(=O)NC2=CC=1N(C=C2)N=CN1